(1S,2S)-2-(3-(aminomethyl)pyrazin-2-yl)cyclopropane-1-carboxylic acid ethyl ester C(C)OC(=O)[C@@H]1[C@H](C1)C1=NC=CN=C1CN